FC(CNS(=O)(=O)C1=C(C=C(C=C1C)C)C)(C1=C(C=CC=C1)C)F N-[2,2-difluoro-2-(2-methylphenyl)ethyl]-2,4,6-trimethyl-benzene-1-sulfonamide